C(C1=CC=CC=C1)O[C@H]1C[C@@H]2COC3=C(C(N2C1)=O)C(=C(C(=C3)C)Cl)OCC3CC3 (2S,11aR)-2-(Benzyloxy)-7-chloro-6-(cyclopropylmethoxy)-8-methyl-2,3,11,11a-tetrahydro-1H,5H-benzo[f]pyrrolo[2,1-c][1,4]oxazepin-5-one